4-butylbenzyl 8-((6-((4,4-bis(((Z)-oct-5-en-1-yl)oxy)butanoyl)oxy)hexyl)(2-hydroxyethyl)amino)octanoate C(CCC\C=C/CC)OC(CCC(=O)OCCCCCCN(CCCCCCCC(=O)OCC1=CC=C(C=C1)CCCC)CCO)OCCCC\C=C/CC